BrC=1C=C2N=CC(NC2=CC1)=O 6-bromoquinoxaline-2(1H)-one